COC[C@H](COCCC(N1CCN(CC1)C1=NC=C(C=N1)C(F)(F)F)=O)OC1=C(C(NN=C1)=O)C(F)(F)F (R)-5-(1-methoxy-3-(3-oxo-3-(4-(5-(trifluoromethyl)pyrimidin-2-yl)piperazin-1-yl)propoxy)propan-2-yloxy)-4-(trifluoromethyl)pyridazin-3(2H)-one